O1CCN(CC1)C1=CC=2N(C(=N1)OC1CCC(CC1)NC=1N=CC3=C(N1)C=CN3)C=CN2 N-((1s,4s)-4-((7-morpholinoimidazo[1,2-c]pyrimidin-5-yl)oxy)cyclohexyl)-5H-pyrrolo[3,2-d]pyrimidin-2-amine